(3R,9aS)-3-hydroxy-3-(6-(trifluoromethyl)pyridin-3-yl)hexahydropyrazino[2,1-c][1,4]oxazin O[C@]1(CN2[C@H](CO1)CNCC2)C=2C=NC(=CC2)C(F)(F)F